C(C)(C)(C)CN(CCNC(OC)=O)CC=1C(=NC(=CC1)C)C1CCN(CC1)C=1C=C(C=CC1)C methyl (2-(Tert-butyl methyl ((6-methyl-2-(1-(m-tolyl)piperidin-4-yl)pyridin-3-yl)methyl)amino)ethyl)carbamate